FC1=C(C=C(C(=C1)C)C1=CC2=C(N=C(N=C2)NC)N2C1=NCC2)NC(=O)NCCC(F)(F)F 1-(2-fluoro-4-methyl-5-(2-(methylamino)-8,9-dihydroimidazo[1',2':1,6]pyrido[2,3-d]pyrimidin-6-yl)phenyl)-3-(3,3,3-trifluoropropyl)urea